4-oxospiro[cyclohexane-1,3'-indoline] O=C1CCC2(CNC3=CC=CC=C23)CC1